tert-butyl 4-(5-bromo-1-methyl-benzimidazol-2-yl)piperazine-1-carboxylate BrC1=CC2=C(N(C(=N2)N2CCN(CC2)C(=O)OC(C)(C)C)C)C=C1